(S)-2-(4-(5-methyl bromo-2-chlorobenzoyl)phenoxy)succinate CC=1C=C(C(=C(C(=O)C2=CC=C(O[C@H](C(=O)[O-])CC(=O)[O-])C=C2)C1)Cl)Br